C(C1=CC=CC=C1)(=O)OCCC(COS(=O)(=O)ON1[C@@H]2CC[C@H](N(C1=O)C2)C(N)=O)(C)C 4-(((((1R,2S,5R)-2-carbamoyl-7-oxo-1,6-diazabicyclo[3.2.1]octan-6-yl)oxy)sulfonyl)oxy)-3,3-dimethylbutyl benzoate